(4,5-dimethylthiazol-2-yl)-5-(3-carboxymethoxyphenyl)-2-(4-sulfophenyl)-2H-tetrazolium CC=1N=C(SC1C)[N+]=1N(N=NC1C1=CC(=CC=C1)OCC(=O)O)C1=CC=C(C=C1)S(=O)(=O)O